para-toluenesulfonic acid isocyanate CC1=CC=C(C=C1)S(=O)(=O)N=C=O